CN1N=C(C=C1C)NC1=NC=C(C(=N1)C1=CNC2=C(C=CC=C12)N1C(C2=CC=CC(=C2C1)C1=C(C(=O)O)C=CC=C1)=O)C 2-(2-(3-(2-((1,5-dimethyl-1H-pyrazol-3-yl)amino)-5-methylpyrimidin-4-yl)-1H-indol-7-yl)-1-oxoisoindolin-4-yl)benzoic acid